FC(C(CS(=O)(=O)N)(O)C1=NC(=CC=C1)C1=NN(C=C1)CC1=C(C=CC(=C1)OC(F)(F)F)F)(F)F 3,3,3-trifluoro-2-(6-(1-(2-fluoro-5-(trifluoromethoxy)benzyl)-1H-pyrazol-3-yl)pyridin-2-yl)-2-hydroxypropane-1-sulfonamide